C(C)(C)(C)C1=C(C(=CC(=C1)SC(C)(C)SC=1C=C2C(CCOC2=C(C1)C(C)(C)C)(C)C)C(C)(C)C)O 2,6-di-tert-butyl-4-((2-((8-(tert-butyl)-4,4-dimethylchroman-6-yl)thio)propan-2-yl)thio)phenol